ClCC1=CC=C2CCCOC2=C1 7-(chloromethyl)chroman